4-(tert-butyl)phenylbenzoat C(C)(C)(C)C1=CC=C(C=C1)OC(C1=CC=CC=C1)=O